OCCNCC=1C(=CC(=NC1)C(=O)N)OC 5-(((2-hydroxyethyl)amino)methyl)-4-methoxypyridine-amide